3-methyl-4-phenylcyclohexane-1,2-dicarboxylic acid CC1C(C(CCC1C1=CC=CC=C1)C(=O)O)C(=O)O